ClC=1C=C(CNC(=O)C2(CC(C2)=O)C2=CC=C(C=C2)F)C=C(C1C1C(NC(CC1)=O)=O)Cl N-(3,5-dichloro-4-(2,6-dioxopiperidin-3-yl)benzyl)-1-(4-fluorophenyl)-3-oxocyclobutane-1-carboxamide